ClC=1C=C(C=CC1N1N=CN=C1)NC(C(=O)NC1=CNC2=CC(=C(C=C12)F)F)=O N'-[3-chloro-4-(1H-1,2,4-triazol-1-yl)phenyl]-N-(5,6-difluoro-1H-indol-3-yl)ethanediamide